3-(8-chloronaphthalen-1-yl)-10-fluoro-9-(4-(2-fluoropropoyl)piperazin-1-yl)phenanthridin-6(5H)-one ClC=1C=CC=C2C=CC=C(C12)C=1C=CC=2C3=C(C(=CC=C3C(NC2C1)=O)N1CCN(CC1)C(C(C)F)=O)F